2-(4-chlorophenyl)quinazolin ClC1=CC=C(C=C1)C1=NC2=CC=CC=C2C=N1